C(C)(C)(CC)N=[Nb](N(C)C)(N(C)C)N(C)C t-amylimino-tris(dimethylamino)niobium